ureidoformate N(C(=O)N)C(=O)[O-]